8-bromo-2-(4,4-dimethyl-1-piperidinyl)-6-methyl-chromen-4-one BrC=1C=C(C=C2C(C=C(OC12)N1CCC(CC1)(C)C)=O)C